COC(=O)C=1C(=C2C=NN(C2=CC1)C1OCCCC1)[N+](=O)[O-] 4-nitro-1-(tetrahydro-2H-pyran-2-yl)-1H-indazole-5-carboxylic acid methyl ester